N-[3-fluoro-4-(3-fluoro-6,7-dimethoxy-4-quinolyloxy)phenyl]-6-cyclopropyl-6'-ethoxy-4'-methyl-2-oxo-1,2-dihydro[1,3'-bipyridyl]-3-carboxamide FC=1C=C(C=CC1OC1=C(C=NC2=CC(=C(C=C12)OC)OC)F)NC(=O)C=1C(N(C(=CC1)C1CC1)C=1C=NC(=CC1C)OCC)=O